C12CN(CC(O1)C2)C2=CC=C(C(=N2)OC)C=2C=C1C(=CNC1=CC2Cl)C(=O)O 5-(6-(6-oxa-3-azabicyclo[3.1.1]heptan-3-yl)-2-methoxypyridin-3-yl)-6-chloro-1H-indole-3-carboxylic acid